CN(C(CC)N)C N,N-dimethylpropane-diamine